ClC1=CC=C(C=C1)C1=CC(=C(C(O1)=O)C1=C(C=CC=C1)O)C1=CC=CC=C1 6-(4-chlorophenyl)-3-(2-hydroxyphenyl)-4-phenyl-2H-pyran-2-one